N-methylisonicotinamide CNC(C1=CC=NC=C1)=O